(S)-1-(4-(7-(2-methyl-[1,1'-biphenyl]-3-yl)imidazo[1,2-a]pyridin-3-yl)benzyl)azetidine CC1=C(C=CC=C1C1=CC=2N(C=C1)C(=CN2)C2=CC=C(CN1CCC1)C=C2)C2=CC=CC=C2